(R)-7-ethynyl-2-(3-(2-methylpyrrolidin-1-yl)-5-(N-methylaminosulfonyl)phenyl)-5H-pyrrolo[2,3-b]pyrazine-5-carboxylic acid tert-butyl ester C(C)(C)(C)OC(=O)N1C=C(C=2C1=NC=C(N2)C2=CC(=CC(=C2)S(=O)(=O)NC)N2[C@@H](CCC2)C)C#C